tert-butyl N-[(2R)-7-[2-[6-[(1R)-1-aminoethyl]-1-(cyclopropylmethyl)pyrrolo[2,3-b]pyridin-2-yl]-7-methoxy-1-methyl-benzimidazole-5-carbonyl]-7-azabicyclo[2.2.1]heptan-2-yl]carbamate N[C@H](C)C1=CC=C2C(=N1)N(C(=C2)C2=NC1=C(N2C)C(=CC(=C1)C(=O)N1C2[C@@H](CC1CC2)NC(OC(C)(C)C)=O)OC)CC2CC2